6'-(4-{2-[3-(pyridin-3-yl)phenyl]acetamido}butoxy)-2',3'-dihydrospiro[cyclohexane-1,1'-indene]-4-carboxylic acid N1=CC(=CC=C1)C=1C=C(C=CC1)CC(=O)NCCCCOC1=CC=C2CCC3(C2=C1)CCC(CC3)C(=O)O